2,2-bis[4-(4-azidophenoxy)phenyl]propane N(=[N+]=[N-])C1=CC=C(OC2=CC=C(C=C2)C(C)(C)C2=CC=C(C=C2)OC2=CC=C(C=C2)N=[N+]=[N-])C=C1